2'-(ethylenedithio)diethylmercaptan C(CSCCS)SCCS